ClC1=C(C(=C(C=C1OC)OC)Cl)C1=CC2=C(N=C(N=C2)NC2=C(C=C(C=C2)N2CCN(CC2)CC)NC(C=C)=O)C=N1 N-(2-((6-(2,6-dichloro-3,5-dimethoxyphenyl)pyrido[3,4-d]pyrimidin-2-yl)amino)-5-(4-ethylpiperazin-1-yl)phenyl)acrylamide